C(C)(C)(C)OC(=O)N1CC2(C1)OCC1=CC(=CC=C12)Br 6-bromospiro[1H-isobenzofuran-3,3'-azetidine]-1'-carboxylic acid tert-butyl ester